CN1N=C2[C@@H](N(CCC2=C1C1=CC(=C(C(=C1)F)F)F)C(=O)C1=C(C=CC(=C1)F)N1N=CC=C1)C (S)-(2,7-dimethyl-3-(3,4,5-trifluorophenyl)-2,4,5,7-tetrahydro-6H-pyrazolo[3,4-c]pyridin-6-yl)(5-fluoro-2-(1H-pyrazol-1-yl)phenyl)methanone